N-acetoxy-5-(aminomethyl)-2-(trifluoromethyl)thiophene-3-carboximidamide hydrochloride Cl.C(C)(=O)ONC(=N)C1=C(SC(=C1)CN)C(F)(F)F